tert-butyl (5-((6-fluoro-3-nitropyridin-2-yl)amino)pyridin-2-yl)carbamate FC1=CC=C(C(=N1)NC=1C=CC(=NC1)NC(OC(C)(C)C)=O)[N+](=O)[O-]